C(C)(C)C1=C(NC2=CC=C(C=C12)C1CCN(CC1)C(CN1CCCC1)=O)C=1C=C(C=2N(C1)N=NN2)C 1-(4-(3-isopropyl-2-(8-methyltetrazolo[1,5-a]pyridin-6-yl)-1H-indol-5-yl)piperidin-1-yl)-2-(pyrrolidin-1-yl)ethan-1-one